2-methyl-2-n-butyltelluride CC(C)(CC)[Te]C(C)(CC)C